3-(7-((2-azaspiro[3.5]nonan-7-yl)amino)-1-methyl-1H-indazol-3-yl)piperidine-2,6-dione C1NCC12CCC(CC2)NC=2C=CC=C1C(=NN(C21)C)C2C(NC(CC2)=O)=O